N1(CCC1)C(=O)C1=NC=C(N=C1)N1[C@@H](C2=C(CC1)NC=N2)C2=NN1C(C(=CC=C1)F)=C2 (S)-azetidin-1-yl(5-(4-(4-fluoropyrazolo[1,5-a]pyridin-2-yl)-1,4,6,7-tetrahydro-5H-imidazo[4,5-c]pyridin-5-yl)pyrazin-2-yl)methanone